O1C=C(C=C1)CCC(=O)N 3-(furan-3-yl)propanamide